F[C@H]1CN(CCC1)C1=C(C=C(C=C1)N1N=NN=C1)NS(=O)(=O)C=1C=C(C(=O)OC)C=CC1OC (R)-methyl 3-(N-(2-(3-fluoropiperidin-1-yl)-5-(tetrazol-1-yl) phenyl) sulfamoyl)-4-methoxybenzoate